C1(CC1)COC1=CC(=C2C(NC(=NC2=C1)CSC1CCC(CC1)(C)NC(C)=O)=O)F N-(4-(((7-(Cyclopropylmethoxy)-5-fluoro-4-oxo-3,4-dihydroquinazolin-2-yl)methyl)thio)-1-methylcyclohexyl)acetamide